C(C)OC(=O)C=1N=NN(C1OC1=CC=C(C=C1)Br)CC1=CC=C(C=C1)OC 5-(4-bromophenoxy)-1-(4-methoxybenzyl)-1H-1,2,3-triazole-4-carboxylic acid ethyl ester